NC1=NC=C(C(=N1)C(F)F)C1=NC(=NC(=N1)N1CCOCC1)N1CCN(CC1)C(=O)C1CCN(CC1)C(CCCC(C=C(C)C)=O)=O 1-(4-(4-(4-(2-amino-4-(difluoromethyl)pyrimidin-5-yl)-6-morpholino-1,3,5-triazin-2-yl)piperazine-1-carbonyl)piperidin-1-yl)-7-methyloct-6-ene-1,5-dione